BrC1=C(C=C(C=C1)C(C)(C)C)[N+](=O)[O-] 1-bromo-4-t-butyl-2-nitrobenzene